butyl N-[5-(4-hydroxyphenyl)-1-tetrahydropyran-2-yl-1,2,4-triazol-3-yl]-N-(1-tetrahydropyran-2-ylindazol-5-yl)carbamate OC1=CC=C(C=C1)C1=NC(=NN1C1OCCCC1)N(C(OCCCC)=O)C=1C=C2C=NN(C2=CC1)C1OCCCC1